tert-butyl 3-(4-hydroxy-2-pyrrolo[1,2-c]pyrimidin-3-yl-quinazolin-6-yl)oxyazetidine-1-carboxylate OC1=NC(=NC2=CC=C(C=C12)OC1CN(C1)C(=O)OC(C)(C)C)C1=CC=2N(C=N1)C=CC2